CC1(OB(OC1(C)C)C1C(C1)C(=O)OCC)C ethyl 2-(4,4,5,5-tetramethyl-1,3,2-dioxaborolan-2-yl)cyclopropane-1-carboxylate